P(=O)([O-])([O-])OC[C@@H]1[C@H]([C@H]([C@@H](O1)N1C(=O)NC(=O)C=C1)O)O.[Na+].[Na+] disodium uridine-5'-monophosphate